FC1=C(C(=CC=C1)OC)C1=NC=CC(=N1)NC1=NC=C(C(=C1)N1C[C@H](CCC1)O)C=1C=NN(C1)C1CC(OC(C1)(C)C)(C)C (S)-1-(2-((2-(2-fluoro-6-methoxyphenyl)pyrimidin-4-yl)amino)-5-(1-(2,2,6,6-tetramethyltetrahydro-2H-pyran-4-yl)-1H-pyrazol-4-yl)pyridin-4-yl)piperidin-3-ol